N-[2-({(2S)-2-Amino-4-[{(1R)-1-[1-benzyl-4-(2,5-difluorophenyl)-1H-pyrrol-2-yl]-2,2-dimethylpropyl}(glycoloyl)amino]butanoyl}amino)ethyl]-L-glutamine N[C@H](C(=O)NCCN[C@@H](CCC(N)=O)C(=O)O)CCN(C(CO)=O)[C@H](C(C)(C)C)C=1N(C=C(C1)C1=C(C=CC(=C1)F)F)CC1=CC=CC=C1